C(#N)C=1C=CC(=NC1)C1(CCN(CC1)C(=O)C=1C=CC(=C(C1)NC(=O)N[C@H]1COCC1)C)F (R)-1-(5-(4-(5-cyanopyridin-2-yl)-4-fluoropiperidine-1-carbonyl)-2-methylphenyl)-3-(tetrahydrofuran-3-yl)urea